ClC1=CC=C(C=C1)C1=NN(CCC1C=1SC=CC1)C(=O)NS(=O)(=O)C1=CC=C(C=C1)C(F)(F)F 3-(4-chlorophenyl)-4-(thiophen-2-yl)-N-((4-(trifluoromethyl)phenyl)sulfonyl)-5,6-dihydropyridazine-1(4H)-carboxamide